NC=1C=2N(C=CN1)C(=CN2)C=2C(=CC(=C(C2)S(=O)(=O)NCC(C)(C)O)C)C 5-(8-aminoimidazo[1,2-a]pyrazin-3-yl)-N-(2-hydroxy-2-methylpropyl)-2,4-dimethylbenzenesulfonamide